OCCOC1=CC(=NC=C1)C=1N=C(C2=C(N1)CCC2)N(CC(=O)N2CCCC2)C 2-({2-[4-(2-hydroxyethoxy)pyridin-2-yl]-5H,6H,7H-cyclopenta[d]pyrimidin-4-yl}(methyl)amino)-1-(pyrrolidin-1-yl)ethan-1-one